S1C=NC(=C1)C(C)(C#C)O 2-thiazol-4-yl-but-3-yn-2-ol